FC1=C(C(=CC(=C1)N1N=CC(=C1)C(F)(F)F)F)N1C(C2(N3C1=NC=C3I)CC2)=O 7'-[2,6-difluoro-4-[4-(trifluoromethyl)pyrazol-1-yl]phenyl]-3'-iodo-spiro[cyclopropane-1,5'-imidazo[1,2-a]imidazole]-6'-one